C1=CC=C(C=2OC3=C(C21)C=CC=C3)OB(O)O dibenzo[b,d]furan-4-ylboric acid